4-(3-(4-Chlorophenyl)-5-(3-hydroxy-4-methoxyphenyl)-4,5-dihydro-1H-pyrazol-1-yl)-4-oxobutanoic acid ClC1=CC=C(C=C1)C1=NN(C(C1)C1=CC(=C(C=C1)OC)O)C(CCC(=O)O)=O